ClC=1C=C(C(=NC1)OC(F)F)C1=NN=C(N1C)C=1C(=NC=CC1)C(F)(F)F 5-chloro-2-(difluoromethoxy)-3-(4-methyl-5-(2-(trifluoromethyl)pyridin-3-yl)-4H-1,2,4-triazol-3-yl)pyridine